2-(4-(((2R,6S)-2,6-Dimethylmorpholino)methyl)-6-(trifluoromethyl)pyridin-2-yl)-6-(3-((4-methyl-4H-1,2,4-triazol-3-yl)methyl)oxetan-3-yl)isoindolin-1-one C[C@H]1O[C@H](CN(C1)CC1=CC(=NC(=C1)C(F)(F)F)N1C(C2=CC(=CC=C2C1)C1(COC1)CC1=NN=CN1C)=O)C